N[C@@H](C)C(=O)OC1CCC(CC1)(C)C 4,4-dimethylcyclohexyl L-alaninate